C1=C(C=CC2=CC=CC=C12)N(C1=CC2=CC=CC=C2C=C1)C=1C(=C(C=CC1)C=1C(=CC=CC1)C1=CC=CC=C1)N(C1=CC2=CC=CC=C2C=C1)C1=CC2=CC=CC=C2C=C1 bis[N,N-di(2-naphthyl)amino]terphenyl